CC1(OB(OC1(C)C)CCCCCC(F)(F)F)C 4,4,5,5-tetramethyl-2-(6,6,6-trifluorohexyl)-1,3,2-dioxaborolane